CC(C(=O)C1=CC(=CC=C1)[N+](=O)[O-])C 2-methyl-1-(3-nitrophenyl)propan-1-one